C1(CC1)C=1C=C2C=CC=C(C2=CC1)C1=C(C(=O)N)C=CC(=C1)F (6-Cyclopropylnaphthalen-1-yl)-4-fluorobenzamide